N(C1=CC=CC=C1)C=1C=CC=C2C=CC=C(C12)S(=O)(=O)[O-].[Mg+2].N(C1=CC=CC=C1)C=1C=CC=C2C=CC=C(C12)S(=O)(=O)[O-] Magnesium(II) 8-anilino-1-naphthalenesulfonate